2,5-Diethylphenol C(C)C1=C(C=C(C=C1)CC)O